(S)-1-(1-(1H-imidazol-5-yl)propyl)-4-(dimethylamino)-7-(trifluoromethyl)quinazolin-2(1H)-one N1C=NC=C1[C@H](CC)N1C(N=C(C2=CC=C(C=C12)C(F)(F)F)N(C)C)=O